ClC=1N=C(C2=C(N1)CN(CC2)C(=O)OC(C)(C)C)OC2=C(C=CC=C2)C(F)(F)F Tert-Butyl 2-chloro-4-[2-(trifluoromethyl)phenoxy]-5H,6H,7H,8H-pyrido[3,4-d]pyrimidine-7-carboxylate